5-methyl-6-[4-(1-methyl-1H-pyrazol-4-yl)-benzyl]-imidazo[1,2-a]pyridine-8-carboxamide CC1=C(C=C(C=2N1C=CN2)C(=O)N)CC2=CC=C(C=C2)C=2C=NN(C2)C